(S)-(1,3-dimethyl-1H-1,2,4-triazol-5-yl)(4-(4-methylpyrazolo[1,5-a]pyridin-2-yl)-6,7-dihydro-1H-imidazo[4,5-c]pyridin-5(4H)-yl)methanone CN1N=C(N=C1C(=O)N1[C@@H](C2=C(CC1)NC=N2)C2=NN1C(C(=CC=C1)C)=C2)C